NC=1C2=C(N=CN1)N(C(=C2C2=CC(=C(C=C2)OC2=CC=CC=C2)OC)C#CC2[C@@H]1CN(C[C@H]21)C(C=C)=O)C 1-((1R,5S,6s)-6-((4-amino-5-(3-methoxy-4-phenoxyphenyl)-7-methyl-7H-pyrrolo[2,3-d]pyrimidin-6-yl)ethynyl)-3-azabicyclo[3.1.0]hexan-3-yl)prop-2-en-1-one